C1(CC1)C1=NC=NC=C1C1=NC=C(C(=N1)NCC1=CC=C(C=C1)C=1N(C=C(N1)C(F)F)C)OC 4'-Cyclopropyl-N-(4-(4-(difluoromethyl)-1-methyl-1H-imidazol-2-yl)benzyl)-5-methoxy-[2,5'-bipyrimidin]-4-amine